O=C1NC(CCC1N1C(C2=CC=CC(=C2C1)NCCCCN1CCN(CC1)C1CCN(CC1)C=1C(=CC2=C(C(C=3NC4=CC(=CC=C4C3C2=O)C#N)(C)C)C1)CC)=O)=O 8-(4-(4-(4-((2-(2,6-dioxopiperidin-3-yl)-1-oxoisoindolin-4-yl)amino)butyl)piperazin-1-yl)piperidin-1-yl)-9-ethyl-6,6-dimethyl-11-oxo-6,11-dihydro-5H-benzo[b]carbazole-3-carbonitrile